2-tridecyl-3-(2-hydroxyethyl)imidazolium chloride [Cl-].C(CCCCCCCCCCCC)C=1NC=C[N+]1CCO